2-methoxy-4-amino-5-sulfonylbenzamide COC=1C(C(=O)N)=CC(C(C1)N)=S(=O)=O